trifluoromethanesulfonic acid 8-azabicyclo[3.2.1]Oct-2-en-3-yl ester C12C=C(CC(CC1)N2)OS(=O)(=O)C(F)(F)F